(Z)-4-(dec-1,7-dien-4-yloxy)-3-ethoxybenzaldehyde C=CCC(CC\C=C/CC)OC1=C(C=C(C=O)C=C1)OCC